6-(isopropyl(methyl)amino)-4-((methylamino)methyl)-2-(6-(6,7,8,9-tetrahydro-5H-[1,2,4]triazolo[4,3-a]azepine-3-yl)pyridine-2-yl)-2,3-dihydro-1H-pyrrolo[3,4-c]pyridin-1-one C(C)(C)N(C1=CC2=C(C(=N1)CNC)CN(C2=O)C2=NC(=CC=C2)C2=NN=C1N2CCCCC1)C